C(#N)C=1C=C(OC2CN(CCC2)C(=O)OC(C)(C)C)C=CC1C tert-butyl 3-(3-cyano-4-methylphenoxy)piperidine-1-carboxylate